1-(10-bromodecanoyl)-N-[(1S)-1-[(2S,4R)-4-hydroxy-2-[[(1S)-1-[4-(4-methylthiazol-5-yl)phenyl]ethyl]carbamoyl]pyrrolidine-1-carbonyl]-2,2-dimethyl-propyl]piperidine-4-carboxamide BrCCCCCCCCCC(=O)N1CCC(CC1)C(=O)N[C@@H](C(C)(C)C)C(=O)N1[C@@H](C[C@H](C1)O)C(N[C@@H](C)C1=CC=C(C=C1)C1=C(N=CS1)C)=O